4-acetoxy-α,β-dideutero-N,N-dimethyltryptamine C(C)(=O)OC=1C=CC=C2NC=C(C(C(N(C)C)[2H])[2H])C12